2-amino-5-(2,6-difluorophenyl)-4-oxo-4,5-dihydrofuran-3-yl-5-d phenylmethanesulfonate C1(=CC=CC=C1)CS(=O)(=O)OC1=C(OC(C1=O)([2H])C1=C(C=CC=C1F)F)N